COC1=CC=CC(=N1)C1CN(C=C1)C(=O)OC(C)(C)C tert-butyl 3-(6-methoxypyridin-2-yl)-2,3-dihydropyrrole-1-carboxylate